((2R,3R,4R,5S)-3,4,5-tris(benzyloxy)-1-(2-(2,3-dihydrobenzo[b][1,4]dioxin-6-yl)ethyl)piperidin-2-yl)methanol C(C1=CC=CC=C1)O[C@@H]1[C@H](N(C[C@@H]([C@H]1OCC1=CC=CC=C1)OCC1=CC=CC=C1)CCC1=CC2=C(OCCO2)C=C1)CO